2-(3-(4,6-diphenyl-1,3,5-triazin-2-yl)-2,4,5,6-tetrakis(5H-pyrido[4,3-b]indol-5-yl)phenyl)benzo[d]oxazole C1(=CC=CC=C1)C1=NC(=NC(=N1)C1=CC=CC=C1)C=1C(=C(C(=C(C1N1C2=C(C=3C=CC=CC13)C=NC=C2)N2C1=C(C=3C=CC=CC23)C=NC=C1)N1C2=C(C=3C=CC=CC13)C=NC=C2)C=2OC1=C(N2)C=CC=C1)N1C2=C(C=3C=CC=CC13)C=NC=C2